2-(2-Chloro-4-(methylsulfonyl)benzoyl)cyclohexane-1,3-dione ClC1=C(C(=O)C2C(CCCC2=O)=O)C=CC(=C1)S(=O)(=O)C